BrCC1=C(C(=CC(=C1)C)C1=CC=CC=C1)O 3-(bromomethyl)-5-methylbiphenyl-2-ol